CCCCCCCCCCCCCCCCCCCCCC(=O)N[C@@H](CO[C@H]1[C@@H]([C@H]([C@H]([C@H](O1)CO)O)O)O)[C@@H](/C=C/CCCCCCCCCCC)O The molecule is a galactosylceramide obtained by formal condensation of the carboxy group of docosanoic acid with the amino group of beta-D-galactosyl-(1<->1')-hexadecasphingosine. It has a role as a marine metabolite. It derives from a hexadecasphing-4-enine and a docosanoic acid.